dithiooxalic acid lithium phosphate salt P(=O)([O-])([O-])[O-].[Li+].C(C(=S)O)(=S)O.[Li+].[Li+]